C1(=CCCC1)C1=CC(=C(C(=C1)C(C)C)CC(=O)NS(=O)(=O)C1=CC=C(C=C1)CN(C)C)C(C)C 2-[4-(cyclopenten-1-yl)-2,6-di(propan-2-yl)phenyl]-N-[4-[(dimethylamino)methyl]phenyl]sulfonylacetamide